(2-fluoro-4-(2-((4-(6-fluoropyridin-2-yl)-5-methylthiazol-2-yl)amino)-2-oxoethyl)phenoxy)pyridine-3-carboxamide FC1=C(OC2=NC=CC=C2C(=O)N)C=CC(=C1)CC(=O)NC=1SC(=C(N1)C1=NC(=CC=C1)F)C